Cl.FC(C(C)(C)OC)(F)C=1C(=C(C=CC1)[C@@H](C)N)F (1R)-1-[3-(1,1-difluoro-2-methoxy-2-methyl-propyl)-2-fluoro-phenyl]ethanamine hydrochloride